COC(C(F)(F)F)=O Methyl-trifluoroacetate